4',3,5,7-tetrahydroxyflavone OC1=CC=C(C=2OC3=CC(=CC(=C3C(C2O)=O)O)O)C=C1